FC([C@H]1[C@H](C1)NC1=CC(=C(C(=O)N[C@H]2CN(CC[C@@H]2F)C(=O)OC(C)(C)C)C=C1[N+](=O)[O-])F)F tert-butyl (3S,4S)-3-(4-(((1S,2R)-2-(difluoromethyl)cyclopropyl)amino)-2-fluoro-5-nitrobenzamido)-4-fluoropiperidine-1-carboxylate